OC(C)(C)C1=CC=C(C=N1)C=1N=C2C(=NC1)NC(CN2[C@H]2COCC2)=O (R)-6-(6-(2-hydroxypropan-2-yl)pyridin-3-yl)-4-(tetrahydrofuran-3-yl)-3,4-dihydropyrazino[2,3-b]pyrazin-2(1H)-one